C(#N)C1(CCOCC1)NC(=O)C1=NC=CC(=C1)NC(CC1=C(C=C(C(=C1)O)C(CO)(C)C)F)=O N-(4-Cyanotetrahydropyran-4-yl)-4-[[2-[2-fluoro-5-hydroxy-4-(2-hydroxy-1,1-dimethyl-ethyl)phenyl]acetyl]amino]pyridine-2-carboxamide